C(C)(C)(C)OC(=O)N1C[C@@](CCC1)([C@@H]1N2C(C3=CC=CC=C13)=CN=C2)O (S)-3-hydroxy-3-((R)-5H-imidazo[5,1-a]isoindol-5-yl)piperidine-1-carboxylic acid tert-butyl ester